tert-butyl 4-(6-fluoro-7-hydroxy-8-nitro-4-oxochroman-2-yl)piperidine-1-carboxylate FC=1C=C2C(CC(OC2=C(C1O)[N+](=O)[O-])C1CCN(CC1)C(=O)OC(C)(C)C)=O